tris(2-acryloyloxyethyl)(3-acryloyloxypropyl)ammonium C(C=C)(=O)OCC[N+](CCCOC(C=C)=O)(CCOC(C=C)=O)CCOC(C=C)=O